4-Methoxy-N-(4-phenylbutyl)benzenesulfonamide COC1=CC=C(C=C1)S(=O)(=O)NCCCCC1=CC=CC=C1